3-[diethoxy(methyl)silyl]propyl methacrylate C(C(=C)C)(=O)OCCC[Si](C)(OCC)OCC